dimenthyl-phosphine chloride [Cl-].C1(CC(C(CC1)C(C)C)PC1CC(CCC1C(C)C)C)C